isostearic acid oleate C(CCCCCCC\C=C/CCCCCCCC)(=O)O.C(CCCCCCCCCCCCCCC(C)C)(=O)O